2,2-Diarachidonyl-4-(2-methanesulfonylethyl)-[1,3]-dioxolane C(CCC\C=C/C\C=C/C\C=C/C\C=C/CCCCC)C1(OCC(O1)CCS(=O)(=O)C)CCCC\C=C/C\C=C/C\C=C/C\C=C/CCCCC